(2S,3R)-3-fluoro-2-methylazetidine hydrochloride salt Cl.F[C@H]1[C@@H](NC1)C